5-methyl-N2-(4-(4-methylpiperazin-1-yl)phenyl)-N4-(tetrahydro-2H-pyran-4-yl)thieno[2,3-d]pyrimidine-2,4-diamine CC1=CSC=2N=C(N=C(C21)NC2CCOCC2)NC2=CC=C(C=C2)N2CCN(CC2)C